OCC1=CC=C(O1)C(=O)N1CCC2(CC(C2)N2C[C@@H]3C4=CC=CC=C4NC([C@H]3C2)=O)CC1 (2S,6R)-4-{7-[5-(hydroxymethyl)-2-furoyl]-7-aza-2-spiro[3.5]nonyl}-4,8-diazatricyclo[7.4.0.02,6]trideca-1(13),9,11-trien-7-one